OC1CCC(CC1)C(C)C1CCC(CC1)O 1,1-bis(4-hydroxylcyclohexyl)ethane